9-[4-(2,3-dihydro-1-benzofuran-6-yloxy)phenyl]-3,4,6,7,8,9-hexahydropyrido[2,1-c][1,2,4]thiadiazine 2,2-dioxide O1CCC2=C1C=C(C=C2)OC2=CC=C(C=C2)C2CCCN1C2=NS(CC1)(=O)=O